C(C)C(COC(C1=CC=C(C=C1)N(C)C)=O)CCCC 2-Ethylhexyl-p-(di-methylamino)-benzoat